NC1=NC=CC(=C1Cl)SC=1C=2N(C(=NC1)N1CCC3(CC1)C(C1=CC(=CC=C1C3)F)N)C=NN2 1'-(8-((2-amino-3-chloropyridin-4-yl)thio)-[1,2,4]triazolo[4,3-c]pyrimidin-5-yl)-6-fluoro-1,3-dihydrospiro[inden-2,4'-piperidin]-1-amine